N-benzyl-2-phenyl-ethanamine (R)-3-(5-chloro-2-oxo-6-(1-(pyridin-2-yl)ethoxy)benzo[d]oxazol-3(2H)-yl)propanoate ClC=1C(=CC2=C(N(C(O2)=O)CCC(=O)O)C1)O[C@H](C)C1=NC=CC=C1.C(C1=CC=CC=C1)NCCC1=CC=CC=C1